COCCOCCOCCOCCNC(=O)C1=CC=C(C=C1)C[C@@H](C(=O)O)N (S)-3-(4-((2,5,8,11-tetraoxatridecan-13-yl)carbamoyl)phenyl)-2-aminopropanoic acid